BrC=1C=CC(=C(C1)OC(N(C)C)=S)F N,N-dimethylthiocarbamic acid-O-5-bromo-2-fluorophenyl ester